CC=1C2=CC(=CC1)S2 tolylene sulfide